CC=1C=C(C=CC1)C=1C=NN(C1)C1=NC=CC=C1 [4-(3-methylphenyl)-1H-pyrazol-1-yl]pyridine